N-(3-(3-(dimethylamino)piperidin-1-yl)phenyl)-4-fluoro-7-methyl-1H-indole CN(C1CN(CCC1)C=1C=C(C=CC1)N1C=CC2=C(C=CC(=C12)C)F)C